N-(4-{[6-(5-chloro-2-fluorophenyl)-3-(2,2,2-trifluoroethoxy)pyridazin-4-yl]amino}pyridin-2-yl)-3-(4-methylpiperazin-1-yl)propanamide ClC=1C=CC(=C(C1)C1=CC(=C(N=N1)OCC(F)(F)F)NC1=CC(=NC=C1)NC(CCN1CCN(CC1)C)=O)F